FC1=C(C=C(C=C1C)C1=C(C=C(C=C1OCCCC=C)C)C)[C@H](CC(=O)OCC)NC([C@@H](CC=C)O)=O Ethyl (S)-3-(4-fluoro-2',4',5-trimethyl-6'-(pent-4-en-1-yloxy)-[1,1'-biphenyl]-3-yl)-3-((R)-2-hydroxypent-4-enamido)propanoate